C(OCOC1=C2N3[C@H](CCC3=C(C1=O)C(NCC1=C(C(=CC=C1)Cl)F)=O)[C@H]1N(C2=O)CCCO1)(OC(C)C)=O (((11aS,11bR)-3-((3-chloro-2-fluorobenzyl)carbamoyl)-4,6-dioxo-1,2,4,6,9,10,11a,11b-octahydro-8H-[1,3]oxazino[2',3':3,4]pyrazino[2,1,6-cd]indolizin-5-yl)oxy)methyl isopropyl carbonate